boron chloride B(Cl)(Cl)Cl